3-(methylsulfonamido)-N-(3-(6-(piperidin-3-yl)pyridin-2-yl)pyrazolo[1,5-a]pyridin-6-yl)propanamide CS(=O)(=O)NCCC(=O)NC=1C=CC=2N(C1)N=CC2C2=NC(=CC=C2)C2CNCCC2